C(C)(=O)C1=C(C2=C(N=C(N=C2)NC2=NC=C(C=C2)C2CCN(CC2)C2=CC=C(C=C2)[C@H](C)Cl)N(C1=O)C1CCCC1)C 6-acetyl-2-[[5-[1-[4-[(1S)-1-chloroethyl]phenyl]-4-piperidyl]-2-pyridyl]amino]-8-cyclopentyl-5-methyl-pyrido[2,3-d]pyrimidin-7-one